5-iodo-1-pentyne ICCCC#C